BrC=1CSC2=CC(=CC=C2C1C1=CC=C(C=C1)CC1CN(C1)CCCF)C(=O)OC Methyl 3-bromo-4-(4-((1-(3-fluoropropyl)azetidin-3-yl)methyl)phenyl)-2H-thiochromene-7-carboxylate